[Cl-].[Mn+2].S(=O)(=O)([O-])[O-].[Fe+2] iron sulfate manganese chloride